Racemic-1-[(2,2-difluorocyclopropyl)methyl]-4-[[4-[2-methoxy-3-(1-methyl-1,2,4-triazol-3-yl)anilino]-5-propanoyl-2-pyridyl]amino]pyrimidin-2-one FC1([C@H](C1)CN1C(N=C(C=C1)NC1=NC=C(C(=C1)NC1=C(C(=CC=C1)C1=NN(C=N1)C)OC)C(CC)=O)=O)F |r|